C(C)(C)(C)OC(=O)N1CCN(CC1)C=1C2=CN(N=C2C(=CC1)C(=O)OC)C1CC1 Methyl 4-[4-(tert-butoxy carbonyl) piperazin-1-yl]-2-cyclopropylindazole-7-carboxylate